8-(2-(((tert-butyldimethylsilyl)oxy)methyl)thieno[3,2-b]pyridin-7-yl)-6-chloro-1-(1-((2-(trimethylsilyl)ethoxy)methyl)-1H-pyrazol-4-yl)-3,4-dihydroquinolin [Si](C)(C)(C(C)(C)C)OCC1=CC2=NC=CC(=C2S1)C=1C=C(C=C2CCCN(C12)C=1C=NN(C1)COCC[Si](C)(C)C)Cl